7-bromo-5-(2,6-difluorophenyl)-1,3-dihydro-1,4-benzodiazepine-2-thione BrC=1C=CC2=C(C(=NCC(N2)=S)C2=C(C=CC=C2F)F)C1